CC1=CC(=NN1C=1C=NC=CC1)C(=O)N[C@@H](CC)C1=NC(=NO1)C1=CC(=NC=C1)C (S)-5-methyl-N-(1-(3-(2-methylpyridin-4-yl)-1,2,4-oxadiazol-5-yl)propyl)-1-(pyridin-3-yl)-1H-pyrazole-3-carboxamide